(1R)-1-phenyl-ethanol C1(=CC=CC=C1)[C@@H](C)O